C(C1=CC=CC=C1)OCC(C(=O)OC)(CCCC(CO[Si](C)(C)C(C)(C)C)(C)C)C1=CC(=CC=C1)Br Methyl 2-((benzyloxy)methyl)-2-(3-bromophenyl)-7-((tert-butyldimethylsilyl)oxy)-6,6-dimethylheptanoate